1,2,5,6-tetrahydro-1,4-dimethyl-2,6-dioxo-3-pyridinecarbonitrile CN1C(C(=C(CC1=O)C)C#N)=O